tert-butyl 2-(3,3-difluoroazetidine-1-carbonyl)-4h,5h,6h,7h-thieno[2,3-c]pyridine-6-carboxylate FC1(CN(C1)C(=O)C1=CC2=C(CN(CC2)C(=O)OC(C)(C)C)S1)F